(3R,4S)-3-cyclopropyl-1-[6-[2-(dimethylamino)pyrimidin-5-yl]pyrrolo[1,2-b]pyridazin-4-yl]-4-methyl-2-oxopyrrolidine-3-carbonitrile C1(CC1)[C@]1(C(N(C[C@H]1C)C=1C=2N(N=CC1)C=C(C2)C=2C=NC(=NC2)N(C)C)=O)C#N